Laurylalanine C(CCCCCCCCCCC)N[C@@H](C)C(=O)O